CN1N=NC(=C1NC(OC(C)C=1C(=NC=CC1)C(F)F)=O)C1=NC(=C(C=C1)NS(=O)(=O)C)C 1-(2-(difluoromethyl) pyridin-3-yl)ethyl (1-methyl-4-(6-methyl-5-(methyl-sulfonamido)pyridin-2-yl)-1H-1,2,3-triazol-5-yl)carbamate